C(C)N1C2=CC=CC=C2C=2C=CC=CC12 9-ethyl-9H-carbazole